FC1(C(C(C(C(C1(F)F)(F)F)(F)F)(F)F)(F)F)C(C)O 1-(1,2,2,3,3,4,4,5,5,6,6-undecafluorocyclohexyl)ethanol